CC(C)C1=CC(=C(C=C1O)O)C(=O)N2CC3=C(C2)C=C(C=C3)CN4CCN(CC4)C The molecule is a member of the class of isoindoles that is isoindole in which the amino group has been acylated by a 2,4-dihydroxy-5-isopropylbenzoyl group and in which position 5 of the isoidole moiety has been substituted by a (4-methylpiperazin-1-yl)methyl group. A second-generation Hsp90 inhibitor. It has a role as a Hsp90 inhibitor and an antineoplastic agent. It is a member of resorcinols, a member of benzamides, a tertiary carboxamide, a member of isoindoles and a N-alkylpiperazine.